OC1=C(C(=CC=C1)OC)C1=CC(=NN1)NC=1N=CC(=NC1)C#N 5-((5-(2-Hydroxy-6-methoxyphenyl)-1H-pyrazol-3-yl)amino)pyrazine-2-carbonitrile